Tert-butyl N-(10-bromodecyl)carbamate BrCCCCCCCCCCNC(OC(C)(C)C)=O